[(1S)-1-methyl-2-[[(S)-phenyl-[(3R)-1,2,3,4-tetrahydropyrido[2,3-b]pyrazin-3-yl]methyl]amino]ethyl]benzonitrile C[C@H](CN[C@H]([C@H]1CNC2=C(N1)N=CC=C2)C2=CC=CC=C2)C2=C(C#N)C=CC=C2